3-((6-Chloropyridazin-3-yl)amino)-1-(trifluoromethyl)cyclobutan-1-ol ClC1=CC=C(N=N1)NC1CC(C1)(O)C(F)(F)F